dimethyl-cyclopropyl-proline methyl ester COC([C@]1(N(CCC1C)C1CC1)C)=O